2-(6-(((1S,2R,3R,5S,6S)-2,6-difluoro-8-azabicyclo[3.2.1]octan-3-yl)(methyl)amino)pyridazin-3-yl)-5-(1H-imidazol-1-yl)phenol F[C@@H]1[C@@H]2C[C@@H]([C@H](C[C@H]1N(C1=CC=C(N=N1)C1=C(C=C(C=C1)N1C=NC=C1)O)C)N2)F